1-{2-[(tert-butyldimethylsilyl)oxy]ethyl}-4-{pyrazolo[1,5-a]pyridin-6-yl}imidazole [Si](C)(C)(C(C)(C)C)OCCN1C=NC(=C1)C=1C=CC=2N(C1)N=CC2